F[C@H]1[C@H](O[C@@H]([C@H]1O)CO)N1C(N=C(C=C1)C=1C(=NC=C(C1)[N+](=O)[O-])C(=O)N)=O (1-((2s,3r,4r,5r)-3-fluoro-4-hydroxy-5-(hydroxymethyl)tetrahydrofuran-2-yl)-2-oxo-1,2-dihydropyrimidin-4-yl)-5-nitropyridinecarboxamide